BrC=1C=CC=C2C(=C(C(=NC12)C)C(=O)N[C@H]1CCOC2=CC=CC=C12)Cl 8-bromo-4-chloro-N-[(4S)-3,4-dihydro-2H-chromen-4-yl]-2-methylquinoline-3-carboxamide